4-chloro-6-(2-cyanophenoxy)pyrimidine isopropyl-α-isobutyryloxyisobutyrate C(C)(C)OC(C(C)(C)OC(C(C)C)=O)=O.ClC1=NC=NC(=C1)OC1=C(C=CC=C1)C#N